4-(isoindolin-5-ylmethyl)morpholine C1NCC2=CC(=CC=C12)CN1CCOCC1